tert-butyl (S)-2-(bromomethyl)morpholine-4-carboxylate BrC[C@@H]1CN(CCO1)C(=O)OC(C)(C)C